CC=1NC(CCC1C(=O)N)=O 2-methyl-6-oxo-1,4,5,6-tetrahydro-3-pyridinecarboxamide